Cl.BrC1=CC=CC=2C=3N(C(=NC12)N[C@H]1C(NCCNC1)=O)N=C(N3)C3=CC=C(C=C3)OC (6R)-6-{[7-bromo-2-(4-methoxyphenyl)[1,2,4]triazolo[1,5-c]quinazolin-5-yl]amino}-1,4-diazepan-5-one hydrochloride